1-(2-amino-1-(naphthalen-1-yl)ethyl)-3-(isoquinolin-6-yl)thiourea hydrochloride Cl.NCC(C1=CC=CC2=CC=CC=C12)NC(=S)NC=1C=C2C=CN=CC2=CC1